3-hydroxyisobutyryl-carnitine CC(CO)C(=O)C(CC(=O)[O-])(C[N+](C)(C)C)O